FC1C(C(C(C(C1(F)F)(F)F)(F)F)(F)F)(F)F 1,2,2,3,3,4,4,5,5,6,6-undecafluorocyclohexane